BrC=1SC(=C(N1)C)C(=O)OC methyl 2-bromo-4-methyl-1,3-thiazole-5-carboxylate